4,6-dimethyl-1-undecyl alcohol CC(CCCO)CC(CCCCC)C